7-((tetrahydro-2H-pyran-3-yl)oxy)-4-(o-tolyl)-2H-chromen-2-one O1CC(CCC1)OC1=CC=C2C(=CC(OC2=C1)=O)C1=C(C=CC=C1)C